OCCCN1CCS(CC1)(=O)=O 4-(3-hydroxypropyl)thiomorpholine-1,1-dioxide